6-cyano-N-((1s,3s)-3-(6-((4-(4-((1-(2-(2,6-dioxopiperidin-3-yl)-1,3-dioxoisoindolin-5-yl)piperidin-4-yl)methyl)piperazin-1-yl)phenyl)amino)-9H-purin-9-yl)cyclobutyl)picolinamide C(#N)C1=CC=CC(=N1)C(=O)NC1CC(C1)N1C2=NC=NC(=C2N=C1)NC1=CC=C(C=C1)N1CCN(CC1)CC1CCN(CC1)C=1C=C2C(N(C(C2=CC1)=O)[C@@H]1C(NC(CC1)=O)=O)=O